5-(3-bromophenyl)-N-(3-chloro-4-fluorophenyl)-2-methyl-1,2,6-thiadiazinane-3-carboxamide 1,1-dioxide BrC=1C=C(C=CC1)C1CC(N(S(N1)(=O)=O)C)C(=O)NC1=CC(=C(C=C1)F)Cl